9,9',9'',9'''-((4-(2-(pyridin-3-yl)phenyl)pyridine-2,3,5,6-tetrayl)tetrakis(benzene-4,1-diyl))tetrakis(3-methyl-9H-carbazole) N1=CC(=CC=C1)C1=C(C=CC=C1)C1=C(C(=NC(=C1C1=CC=C(C=C1)N1C2=CC=CC=C2C=2C=C(C=CC12)C)C1=CC=C(C=C1)N1C2=CC=CC=C2C=2C=C(C=CC12)C)C1=CC=C(C=C1)N1C2=CC=CC=C2C=2C=C(C=CC12)C)C1=CC=C(C=C1)N1C2=CC=CC=C2C=2C=C(C=CC12)C